C(CCCCCCCC(=O)[O-])(=O)[O-].[K+].[K+] dipotassium nonanedioate